ClC=1C=C(C=CC1)N[C@@H](CC(C)C)C(=O)N1[C@@H]2CC([C@H]([C@@H]1C(=O)N[C@H](C[C@@H]1C(NCC1)=O)C#N)CC2)(F)F (1S,3R,4S)-2-((3-chlorophenyl)-L-leucyl)-N-((R)-1-cyano-2-((R)-2-oxopyrrolidin-3-yl)ethyl)-5,5-difluoro-2-azabicyclo[2.2.2]octane-3-carboxamide